6-fluoro-5-((5-(3-(5-isopropyloxazol-2-yl)cyclopentyl)-1H-pyrazol-3-yl)amino)-2,3-dihydrobenzo[d]isothiazole 1,1-dioxide FC1=CC2=C(CNS2(=O)=O)C=C1NC1=NNC(=C1)C1CC(CC1)C=1OC(=CN1)C(C)C